O=C1NC(CCC1NC1=CC=C(C=C1)N1CCC2(CN(C2)C(=O)OC(C)(C)C)CC1)=O tert-butyl 7-(4-((2,6-dioxopiperidin-3-yl)amino)phenyl)-2,7-diazaspiro[3.5]nonane-2-carboxylate